N-(2-Amino-3-fluoro-4-((4-(trifluoromethyl)benzyl)amino)phenyl)-7-phenylheptanamid NC1=C(C=CC(=C1F)NCC1=CC=C(C=C1)C(F)(F)F)NC(CCCCCCC1=CC=CC=C1)=O